4-(4-fluorophenyl)-4-[(6-isopropoxy-3-pyridinyl)sulfonylamino]Piperidine-1-carboxylic acid tert-butyl ester C(C)(C)(C)OC(=O)N1CCC(CC1)(NS(=O)(=O)C=1C=NC(=CC1)OC(C)C)C1=CC=C(C=C1)F